N,N-dimethyl-3-(6-(4-(piperazin-1-yl)phenyl)furo[3,2-b]pyridin-3-yl)benzenesulfonamide CN(S(=O)(=O)C1=CC(=CC=C1)C1=COC=2C1=NC=C(C2)C2=CC=C(C=C2)N2CCNCC2)C